C(CCCCCCCC)OCC(CC)O ((nonyloxy)methyl)propan-1-ol